C(C)(C)(C)C1=CC=C(C=N1)C=1N=C2SCC(CN2C(C1C#N)=O)C(C)C 8-(6-(tert-butyl)pyridin-3-yl)-3-isopropyl-6-oxo-3,4-dihydro-2H,6H-pyrimido[2,1-b][1,3]thiazine-7-carbonitrile